ClC=1C=C(C=CC1F)NC(N(C)C(C)C1=CNC(C2=CC(=CC=C12)OC)=O)=O 3-(3-Chloro-4-fluorophenyl)-1-(1-(7-methoxy-1-oxo-1,2-dihydroisoquinolin-4-yl)ethyl)-1-methylurea